CC1=C(C=CC=C1C(F)(F)F)[C@@H](C#C)N (R)-1-(2-methyl-3-(trifluoromethyl)phenyl)prop-2-yn-1-amine